(3R)-3'-fluoro-3-methyl-1,4'-bipiperidine dihydrochloride Cl.Cl.FC1CNCCC1N1C[C@@H](CCC1)C